N-[5-tert-butyl-3-(4-fluorophenyl)-2-methylpyrazolo[1,5-a]pyrimidin-7-yl]-N',N'-dimethylethan-1,2-diamine C(C)(C)(C)C1=NC=2N(C(=C1)NCCN(C)C)N=C(C2C2=CC=C(C=C2)F)C